BrC1=CSC2=C1N=C(N=C2C#C)NCC2=CC=C(C=C2)OC 7-bromo-4-ethynyl-N-(4-methoxybenzyl)thieno[3,2-d]pyrimidin-2-amine